Br.C1(=CC=CC=C1)C(C)N1C(NCC1)=N 1-Phenylethylimidazolin-2-imine Hydrobromide